N-(3-((3-(9H-purin-6-yl)pyridin-2-yl)amino)-4-methylphenyl)-4-chloro-3,5-dicyanobenzamide N1=CN=C2NC=NC2=C1C=1C(=NC=CC1)NC=1C=C(C=CC1C)NC(C1=CC(=C(C(=C1)C#N)Cl)C#N)=O